[OH-].C(C)(=O)[O-].[Ni+2].NC1=C(C=C(C=C1)NS(=O)(=O)C)OC N-(4-amino-3-methoxyphenyl)methanesulfonamide nickel acetate hydroxide